(S)-quinuclidin-3-yl ((R)-5-(4-ethoxyphenyl)-6-fluoro-2,2-dimethyl-2,3-dihydro-1H-inden-1-yl)carbamate C(C)OC1=CC=C(C=C1)C=1C=C2CC([C@H](C2=CC1F)NC(O[C@@H]1CN2CCC1CC2)=O)(C)C